[Pd].C(C)(C)(C)P(C(C)(C)C)C(C)(C)C.C(C)(C)(C)P(C(C)(C)C)C(C)(C)C bis(tris-t-butylphosphine) palladium (0)